FC=1C(=NC(=NC1)NC1=CC=C(C=C1)OCCOC)NC1=CC(=CC=C1)OCC1=C(C(=C(C(=C1SC)F)F)F)F 5-fluoro-N2-(4-(2-methoxyethoxy)phenyl)-N4-(3-((2,3,4,5-tetrafluoro-6-(methylthio)benzyl)oxy)phenyl)pyrimidine-2,4-diamine